C(C1=CC=CC=C1)NC1=NC(=NN2C1=CC=C2C2CNCCC2)N2C(=CC=1C(=CC=CC21)C(=O)N)C 1-(4-(benzylamino)-7-(piperidin-3-yl)pyrrolo[2,1-f][1,2,4]triazin-2-yl)-2-methyl-1H-indole-4-carboxamide